1-(2,6-dichlorophenyl)-4-((5-(4-(dimethylamino)piperidine-1-carbonyl)pyridin-2-yl)amino)-1H-pyrazole-3-carboxamide ClC1=C(C(=CC=C1)Cl)N1N=C(C(=C1)NC1=NC=C(C=C1)C(=O)N1CCC(CC1)N(C)C)C(=O)N